C(#N)N1C[C@@H](CC1)NC(C1=CC(=C(C=C1)NC1=NC=CC=N1)F)=O (R)-N-(1-cyanopyrrolidin-3-yl)-3-fluoro-4-(pyrimidin-2-ylamino)benzamide